methyl (S)-3-(benzyloxy)-2-hydroxypropionate C(C1=CC=CC=C1)OC[C@@H](C(=O)OC)O